N-(3-((3-(9H-purin-6-yl)pyridin-2-yl)amino)-4-methylphenyl)-2-cycloheptylacetamide N1=CN=C2NC=NC2=C1C=1C(=NC=CC1)NC=1C=C(C=CC1C)NC(CC1CCCCCC1)=O